ClC=1N=NC=CC1OCCN1C(=NC=2C=C(C=C(C2C1=O)C#N)C(F)(F)F)C 3-(2-((3-chloropyridazin-4-yl)oxy)ethyl)-2-methyl-4-oxo-7-(trifluoromethyl)-3,4-dihydroquinazoline-5-carbonitrile